5-(4-pyrazolyl)-1,3-benzoxazol-2-ylamine N1N=CC(=C1)C=1C=CC2=C(N=C(O2)N)C1